bis(2,2,6,6-Tetramethyl-4-piperidyl) sebacate C(CCCCCCCCC(=O)OC1CC(NC(C1)(C)C)(C)C)(=O)OC1CC(NC(C1)(C)C)(C)C